2-ethyl-7-hydroxy-5-pentyl-8-(m-tolyl)-4H-benzo[d][1,3]dioxin-4-one C(C)C1OC(C2=C(O1)C(=C(C=C2CCCCC)O)C=2C=C(C=CC2)C)=O